tert-Butyl 2-[[tert-butyl(diphenyl)silyl]oxymethyl]-3-isopropyl-piperidine-1-carboxylate [Si](C1=CC=CC=C1)(C1=CC=CC=C1)(C(C)(C)C)OCC1N(CCCC1C(C)C)C(=O)OC(C)(C)C